2-((3-cyanopyrazin-2-yl)amino)-4-((2-methoxyethyl)(4-(5,6,7,8-tetrahydro-1,8-naphthyridin-2-yl)butyl)amino)butanoic acid C(#N)C=1C(=NC=CN1)NC(C(=O)O)CCN(CCCCC1=NC=2NCCCC2C=C1)CCOC